(S)-N-(5-(2-amino-[1,2,4]triazolo[1,5-a]pyridin-6-yl)-2-methylpyridin-3-yl)-3-(1-methyl-1H-pyrazol-4-yl)isoxazolidine-2-carboxamide ammonium [NH4+].NC1=NN2C(C=CC(=C2)C=2C=C(C(=NC2)C)NC(=O)N2OCC[C@H]2C=2C=NN(C2)C)=N1